ClC1=NC=C(C(=N1)C=1C=NN(C1)CC(C)(O)C)C(F)F 1-(4-(2-chloro-5-(difluoromethyl)pyrimidin-4-yl)-1H-pyrazol-1-yl)-2-methylpropan-2-ol